C1(CCCC1)NC(=O)C=1N=C2N(C=C(C=C2C2=C(C=CC=C2)OCC(F)(F)F)F)C1 N-cyclopentyl-6-fluoro-8-(2-(2,2,2-trifluoroethoxy)phenyl)imidazo[1,2-a]pyridine-2-carboxamide